N-((R)-1-(2-fluoro-3-(trifluoromethyl)phenyl)ethyl)-4-methyl-7-(6-methyl-2,6-diazabicyclo[3.2.0]heptan-2-yl)pyrido[3,4-d]pyridazin-1-amine FC1=C(C=CC=C1C(F)(F)F)[C@@H](C)NC1=C2C(=C(N=N1)C)C=NC(=C2)N2C1CN(C1CC2)C